phosphoric acid tri(1-chloro-2-propyl) ester ClCC(C)OP(OC(CCl)C)(OC(CCl)C)=O